triethylene glycol e-bis(3-tert-butyl-4-hydroxy-5-methylphenyl)propionate C(C)(C)(C)C=1C=C(C=C(C1O)C)C(C(=O)OCCOCCOCCO)(C)C1=CC(=C(C(=C1)C)O)C(C)(C)C